ClC1=NC=C(C(=N1)NC=1C=NN(C1)C)Cl 2,5-dichloro-N-(1-methyl-1H-pyrazol-4-yl)pyrimidin-4-amine